CS(=O)(=O)OC1CN(CCC1F)C(=O)C1=CC2=C(N(C(=N2)C2=CC=3C(=NC=CC3)N2CC2CC2)C)C(=C1)OC 1-{2-[1-(Cyclopropylmethyl)-1H-pyrrolo[2,3-b]pyridin-2-yl]-7-methoxy-1-methyl-1H-1,3-benzodiazole-5-carbonyl}-4-fluoropiperidin-3-yl methanesulfonate